C(CC)OC(CCCCCCCCCCC)=O Propyllaurat